CC1=CN=C(O1)C1=NC=CC(=C1)C1=CC=C(C=C1)S(=O)(=O)N1CC(C(CC1)NC1=NC=C(C=C1)C(F)(F)F)O 1-((4-(2-(5-methyloxazol-2-yl)pyridin-4-yl)phenyl)sulfonyl)-4-((5-(trifluoromethyl)pyridin-2-yl)amino)piperidin-3-ol